N1=CC(=CC=C1)C1=CC=2C(=NC=CC2C=2C=C3C(=NNC3=CC2)N)N1 5-(2-(pyridin-3-yl)-1H-pyrrolo[2,3-b]pyridin-4-yl)-1H-indazol-3-amine